C[Si]1(CCN(CC1)C1=C(C(=O)NC=2C(N(C=CC2)CC[C@@H](C(F)(F)F)O)=O)C=CC(=C1)NS(=O)(=O)CCO)C (S)-2-(4,4-dimethyl-1,4-azasilinan-1-yl)-4-((2-hydroxyethyl)sulfonamido)-N-(2-oxo-1-(4,4,4-trifluoro-3-hydroxybutyl)-1,2-dihydropyridin-3-yl)benzamide